CNC(=O)C=1C=CC=2N(C1)C(=CN2)Br 3-bromo-imidazo[1,2-a]pyridine-6-carboxylic acid methylamide